5-n-octyl-2-[4-(n-octyloxy)phenyl]pyrimidine C(CCCCCCC)C=1C=NC(=NC1)C1=CC=C(C=C1)OCCCCCCCC